N-(2-hydroxyethyl-1-yl)ammonium OCC=[NH2+]